CN(CCC1=NN(C=C1N)C)C [2-(dimethylamino)ethyl]-1-methyl-1H-pyrazol-4-amine